ClC1=C2C(=NC=3N1N=CC3)C3(CCCC3)C(C2)=C 8-Chloro-6-methylene-6,7-dihydrospiro[cyclopenta[d]pyrazolo[1,5-a]pyrimidine-5,1'-cyclopentane]